N-[(3R)-1-methylpiperidin-3-yl]-1-[5-(trifluoromethyl)[1,1'-biphenyl]-2-yl]pyrido[3,4-d]pyridazin-4-amine CN1C[C@@H](CCC1)NC=1N=NC(=C2C1C=NC=C2)C2=C(C=C(C=C2)C(F)(F)F)C2=CC=CC=C2